C[C@H]1[C@H]([C@@H](O[C@@H]1C2=CC(=C(C=C2)O)OC)C3=CC(=C(C(=C3)OC)O)OC)C The molecule is a lignan that is 3,4-dimethyloxolane substituted by a 2-methoxyphenol group at position 5 and a 2,6-dimethoxyphenol group at 2. It has been isolated from the bark of Machilus robusta. It has a role as a plant metabolite. It is a lignan, a dimethoxybenzene, a member of phenols and a member of oxolanes.